C[SiH](C1C(=C(C(=C1C)C)C)C)C1=CC=CC=C1 methylphenyl-(2,3,4,5-tetramethyl-cyclopentadienyl)silane